5-(benzenesulfonyl)-N-piperidin-4-yl-2-(trifluoromethyl)benzenesulfonamide hydrochloride Cl.C1(=CC=CC=C1)S(=O)(=O)C=1C=CC(=C(C1)S(=O)(=O)NC1CCNCC1)C(F)(F)F